[Rh].[Pd].[Ru] ruthenium palladium-rhodium